C(C)(C)N1N=C(C=2CC[C@H](CC12)C(=O)OC)C=1C=NC=C(C1)OC(C(F)F)(F)F (R)-methyl 1-isopropyl-3-(5-(1,1,2,2-tetrafluoroethoxy)pyridin-3-yl)-4,5,6,7-tetrahydro-1H-indazole-6-carboxylate